C(CCCCCCC)OCOCCCC(CC(CC(C)Br)C)C 8-bromo-4,6-dimethylnonyl octyloxymethyl ether